(S)-2,6-diamino-N-(4-((2-amino-4-(butylamino)-5-oxopyrido[4,3-d]pyrimidin-6(5H)-yl)methyl)benzyl)hexanamide N[C@H](C(=O)NCC1=CC=C(C=C1)CN1C(C2=C(N=C(N=C2NCCCC)N)C=C1)=O)CCCCN